9-(3-bromophenyl)-3-(tert-butyl)-9H-carbazole-1,2,4,5,6,7,8-d7 BrC=1C=C(C=CC1)N1C2=C(C(=C(C(=C2C2=C(C(=C(C(=C12)[2H])[2H])C(C)(C)C)[2H])[2H])[2H])[2H])[2H]